OCC1CCC(CC1)COCC(=O)OC(C)(C)C tert-Butyl 2-(((1s,4s)-4-(Hydroxymethyl)cyclohexyl)methoxy)acetate